N1=CC=C(C=C1)C1N(CCC2=CC=C(C=C12)C(=O)OC)C(=O)OC(C)(C)C 2-tert-butyl 7-methyl 1-(pyridin-4-yl)-3,4-dihydro-1H-isoquinoline-2,7-dicarboxylate